NC1=C(C=C2N=CC=NC2=C1C1=C(C(=CC=C1C)OC)C)C(=O)N 7-amino-8-(3-methoxy-2,6-dimethylphenyl)quinoxaline-6-carboxamide